C1(CCCCC1)N[Si]1(O[SiH](O[SiH](O[SiH](O1)C)C)C)C 2-cyclohexylamino-2,4,6,8-tetramethylcyclotetrasiloxane